5-((4-(2,5-difluorophenyl)piperazin-1-yl)methyl)-2-(2,4-dioxotetrahydropyrimidin-1(2H)-yl)isoindoline-1,3-dione FC1=C(C=C(C=C1)F)N1CCN(CC1)CC=1C=C2C(N(C(C2=CC1)=O)N1C(NC(CC1)=O)=O)=O